(R)-2-(2,4-dichlorophenoxy)propionic acid ClC1=C(O[C@@H](C(=O)O)C)C=CC(=C1)Cl